C(C1=CC=CC=C1)N(CC(CC)O)CCN(CC(CC)O)CC1=CC=CC=C1 1-[benzyl({2-[benzyl(2-hydroxybutyl)amino]ethyl})amino]butan-2-ol